4-fluoro-3,5-dimethylphenylhydrazine hydrochloride Cl.FC1=C(C=C(C=C1C)NN)C